3'-[[2-[(2-cyanoethoxy)methyl]-2-ethyl-1,3-propanediyl]di(oxy)]di-propionitrile C(#N)CCOCC(COCCC#N)(COCCC#N)CC